CC1=C(C=CC(=C1)C)C1CC=2C=NN(C(C2CC1)=O)C1=NC=C(C#N)C=C1 6-(6-(2,4-Dimethylphenyl)-1-oxo-5,6,7,8-tetrahydrophthalazin-2(1H)-yl)nicotinonitrile